FC1(CCN(CC1)C(=O)C=1C=C2C=CC(=C(C2=CC1)C=1C=C2C=CN(C(C2=CN1)=O)C)F)F 6-[6-(4,4-difluoropiperidine-1-carbonyl)-2-fluoro-1-naphthyl]-2-methyl-2,7-naphthyridin-1-one